ClC1=C(C=CC=C1C)NC(=S)C=1C(NCCC1NCC1=C(C=NC=C1)OCC1(OCC1)C)=O N-(2-chloro-3-methylphenyl)-4-[({3-[(2-methyloxetan-2-yl)methoxy]pyridin-4-yl}methyl)amino]-2-oxo-1,2,5,6-tetrahydropyridine-3-carbothioamide